ClC1=CC(=NC(=C1)NC1=CC(=CC=C1)F)C(=O)NC1CC2=CC=CC=C2C1 4-chloro-N-(2,3-dihydro-1H-inden-2-yl)-6-((3-fluorophenyl)amino)picolinamide